N1=CC=C(C=C1)C=1C=C2C(=NC1)N=C(S2)N 6-(Pyridin-4-yl)thiazolo[4,5-b]pyridin-2-amine